2-(4-(dimethylamino)piperidin-1-yl)-9-isopropyl-N-(2-(3-(piperazin-1-yl)-1H-pyrazol-1-yl)benzyl)-9H-purin-6-amine CN(C1CCN(CC1)C1=NC(=C2N=CN(C2=N1)C(C)C)NCC1=C(C=CC=C1)N1N=C(C=C1)N1CCNCC1)C